O=S1(CCN(CC1)C=1C2=C(N=CN1)NC(=C2)C2=CC=C(C=C2)NC(=O)N2CCNCC2)=O N-(4-(4-(1,1-dioxidothiomorpholino)-7H-pyrrolo[2,3-d]pyrimidin-6-yl)phenyl)piperazine-1-carboxamide